FC1([C@@H]([C@@H](N(C1)C(=O)C1CC(C1)F)CC=1C(=C(C=CC1)C1=C(C(=CC=C1)F)F)F)NS(=O)(=O)C)F N-{(2S,3R)-4,4-difluoro-1-(3-fluoro-cyclobutane-1-carbonyl)-2-[(2,2',3'-trifluoro[1,1'-biphenyl]-3-yl)methyl]-pyrrolidin-3-yl}methanesulfonamide